COC1=C(CN(C2=NC(=NN3C2=NC=C3C(C3CN(C3)C(=O)OC(C)(C)C)O)O[C@@H](C)CCC)CC3=C(C=C(C=C3)OC)OC)C=CC(=C1)OC Tert-butyl 3-((4-(bis(2,4-dimethoxybenzyl)amino)-2-(((S)-pent-2-yl)oxy)imidazo[2,1-f][1,2,4]triazin-7-yl)(hydroxy)methyl)azetidin-1-carboxylate